BrCC(CI)=O 1-bromo-3-iodopropan-2-one